COC=1N=C2C(=C3C(=NC2=CC1OCCCN1CCCC1)CCC3)NC(CC#N)C 3-({2-methoxy-3-[3-(pyrrolidin-1-yl)propoxy]-6H,7H,8H-cyclopenta[b]1,5-naphthyridin-9-yl}amino)butanenitrile